Br[O-].C(CCCCCCCCCCCCC)[N+](C)(C)C tetradecyltrimethylammonium hypobromite